ethyl 2-(5-chloro-2-fluoro-4-(2-fluoro-4-hydroxy-3-isopropylbenzyl)-3-(prop-1-en-2-yl)phenoxy)acetate ClC=1C(=C(C(=C(OCC(=O)OCC)C1)F)C(=C)C)CC1=C(C(=C(C=C1)O)C(C)C)F